ClC1=C(C=C2C(=C(N(C2=C1F)C)C1=NNC(=N1)C(COC)N(C)C)N1C=NC=C1)OC 1-(3-(6-chloro-7-fluoro-3-(1H-imidazol-1-yl)-5-methoxy-1-methyl-1H-indol-2-yl)-1H-1,2,4-triazol-5-yl)-2-methoxy-N,N-dimethylethan-1-amine